4-bromo-N1-(2,6-dibenzyloxy-3-pyridyl)-5-fluoro-benzene-1,2-diamine BrC=1C=C(C(=CC1F)NC=1C(=NC(=CC1)OCC1=CC=CC=C1)OCC1=CC=CC=C1)N